Cl.FC(C1=CC=C(C=N1)N1CC2(CC1=O)CCNCC2)(F)F 2-(6-(trifluoromethyl)pyridin-3-yl)-2,8-diazaspiro[4.5]decan-3-one hydrochloride